6,7-dichloro-1-(2-isopropyl-6-vinylphenyl)pyrido[2,3-d]Pyrimidine-2,4(1H,3H)-dione ClC1=CC2=C(N(C(NC2=O)=O)C2=C(C=CC=C2C=C)C(C)C)N=C1Cl